tert-butyl (2R,5S)-4-(9-ethyl-8-formyl-3-methyl-2-oxo-3,9-dihydro-2H-purin-6-yl)-2,5-dimethylpiperazine-1-carboxylate C(C)N1C=2N(C(N=C(C2N=C1C=O)N1C[C@H](N(C[C@@H]1C)C(=O)OC(C)(C)C)C)=O)C